(3-oxa-8-azabicyclo[3.2.1]oct-8-yl)-2-methylbenzo[d]oxazole C12COCC(CC1)N2C2=CC=CC1=C2N=C(O1)C